OCC1CCC(CC1)NC=1C2=C(N=C(N1)NC1=CC=C(C=C1)N1CCOCC1)NC=C2C(=O)C2=CC=C(C=C2)C (4-(((1r,4r)-4-(hydroxymethyl)cyclohexyl)amino)-2-((4-morpholinophenyl)amino)-7H-pyrrolo[2,3-d]pyrimidin-5-yl)(p-tolyl)methanone